C(C)(C)C1(CC1)CC1=C(C=CC=C1)B1OC(C(O1)(C)C)(C)C 2-[2-[(1-isopropylcyclopropyl)methyl]phenyl]-4,4,5,5-tetramethyl-1,3,2-dioxaborolane